FC(C(F)F)(F)N(CC)CC 1,1,2,2-Tetrafluoroethyl-N,N-diethylamine